4-(furo[3,2-c]pyridin-4-yl)-N-{cis-4-[(1-hydroxycyclopropyl)methoxy]cyclohexyl}benzamide O1C=CC=2C(=NC=CC21)C2=CC=C(C(=O)N[C@@H]1CC[C@@H](CC1)OCC1(CC1)O)C=C2